2-[[(2-aminoacetyl)amino]methyl]-N-[(1R)-1-(3,4-dimethoxyphenyl)ethyl]benzamide hydrochloride salt Cl.NCC(=O)NCC1=C(C(=O)N[C@H](C)C2=CC(=C(C=C2)OC)OC)C=CC=C1